NC1=C(C=C(OC2=CC(=CC=C2)OC2=CC(=C(C=C2)N)C(=O)O)C=C1)C(=O)O 1,3-bis(4-amino-3-carboxyphenoxy)benzene